9-(4-tert-butoxycarbonylphenoxy)undecanoic acid C(C)(C)(C)OC(=O)C1=CC=C(OC(CCCCCCCC(=O)O)CC)C=C1